COCC1=CC(=CS1)C1=CN=C(N1)C1N(CCCC1)C(C(C)SC)=O 1-(2-(5-(5-(Methoxymethyl)thiophen-3-yl)-1H-imidazol-2-yl)piperidin-1-yl)-2-(methylthio)propan-1-one